CC1=C(C=CC(=C1)C)C1CC=2C=NN(C(C2CC1)=O)C1=NC=C(C=N1)NC(C)=O (-)-N-(2-(6-(2,4-dimethylphenyl)-1-oxo-5,6,7,8-tetrahydrophthalazin-2(1H)-yl)pyrimidin-5-yl)acetamide